N-(3-chloro-4-fluorophenyl)-7-(2-((3,3-difluoro-1-(2-oxa-6-azaspiro[3.3]heptane-6-carbonyl)cyclobutyl)amino)-2-oxoacetyl)-6-methyl-2,3-dihydro-1H-pyrrolizine-5-carboxamide ClC=1C=C(C=CC1F)NC(=O)C=1N2CCCC2=C(C1C)C(C(=O)NC1(CC(C1)(F)F)C(=O)N1CC2(COC2)C1)=O